FC=1C=C(C=C(C1)F)N1N=C(C=C(C1=O)C(=O)N[C@H](CO)C)C1=CC=C(C=C1)C 2-(3,5-difluorophenyl)-N-[(2S)-1-hydroxypropan-2-yl]-6-(4-methylphenyl)-3-oxo-2,3-dihydropyridazine-4-carboxamide